2-(6-fluoro-2,3-bis(((tetrahydro-2H-pyran-2-yl)oxy)methyl)phenyl)-4,4,5,5-tetramethyl-1,3,2-dioxaborolane FC1=CC=C(C(=C1B1OC(C(O1)(C)C)(C)C)COC1OCCCC1)COC1OCCCC1